OC[C@H]1N(CCN(C1)C1=CC=C(C=C1)I)CC1CCN(CC1)C(=O)OC(C)(C)C tert-butyl (S)-4-((2-(hydroxymethyl)-4-(4-iodophenyl)piperazin-1-yl)methyl)piperidine-1-carboxylate